CC=1C=C(C=CC1)N1C(N(C(NC1=O)=O)C1=CC(=C(C=C1)OC1=CC=CC=C1)CN1N=CC=C1)=O 1-(3-methylphenyl)-3-{4-phenoxy-3-[(1H-pyrazol-1-yl)methyl]phenyl}-1,3,5-triazine-2,4,6-trione